[Si](C)(C)(C(C)(C)C)OCC1=C(C=CC(=C1)F)N1N=C(C=C1C(O)C=1C=NN(C1)CC)Cl (1-(2-(((tert-butyldimethylsilyl)oxy)methyl)-4-fluorophenyl)-3-chloro-1H-pyrazol-5-yl)(1-ethyl-1H-pyrazol-4-yl)methanol